(R)-2-cyclobutoxy-3-fluoro-4-(8-(3-(methoxymethyl)-4-methylpiperazin-1-yl)-7-methyl-5-oxo-1,3,4,5-tetrahydro-2H-chromeno[3,4-c]pyridine-3-carbonyl)-N-(pyrrolidin-1-ylsulfonyl)benzamide C1(CCC1)OC1=C(C(=O)NS(=O)(=O)N2CCCC2)C=CC(=C1F)C(=O)N1CC2=C(CC1)C=1C=CC(=C(C1OC2=O)C)N2C[C@@H](N(CC2)C)COC